2-(3-(((4-(2-((6-(1,2,3-thiadiazol-5-yl)-1H-pyrazolo[4,3-c]pyridin-4-yl)oxy)ethoxy)butyl)amino)methyl)-5-(trifluoromethoxy)phenyl)ethan-1-ol S1N=NC=C1C1=CC2=C(C(=N1)OCCOCCCCNCC=1C=C(C=C(C1)OC(F)(F)F)CCO)C=NN2